N[C@@H](CC1=CC(=C(C=C1OC)S(=O)(C)=N)OC)C (4-((R)-2-aminopropyl)-2,5-dimethoxyphenyl)(imino)(methyl)-λ6-sulfanone